N[C@H]1CS(C2=C(N(C1=O)CC1=CC=C(C=C1)Cl)C=C(C(=C2)F)C2=NN=C(O2)C2CN(CCC2)C(=O)OC)(=O)=O methyl 3-[5-[(3R)-3-amino-5-[(4-chloro-phenyl)methyl]-8-fluoro-1,1,4-trioxo-2,3-dihydro-1λ6,5-benzothiazepin-7-yl]-1,3,4-oxadiazol-2-yl]piperidine-1-carboxylate